tertbutyldiphenylphenanthrene C(C)(C)(C)C=1C(=C(C=2C=CC3=CC=CC=C3C2C1)C1=CC=CC=C1)C1=CC=CC=C1